N-(4-bromopyridin-2-yl)-2-[4-(2,2,2-trifluoroethyl)piperazin-1-yl]acetamide BrC1=CC(=NC=C1)NC(CN1CCN(CC1)CC(F)(F)F)=O